N[C@H](CO)C1=CC=CC=C1 (S)-2-amino-2-phenylethyl alcohol